OC1=CC(=CC2=CC=CC=C12)O 1,3-dihydroxynaphthalene